[Na+].C(CCC(=O)[O-])(=O)OCCCCCCCC octyl succinate sodium salt